(4-((2-acetyl-1,4-dimethyl-1H-imidazol-5-yl)oxy)-3-fluorophenyl)-4-(2,6-difluorobenzyl)-2,4-dihydro-3H-1,2,4-triazol-3-one C(C)(=O)C=1N(C(=C(N1)C)OC1=C(C=C(C=C1)N1N=CN(C1=O)CC1=C(C=CC=C1F)F)F)C